CN1N=NC=2C1=NC=CC2C 3,7-dimethyl-3H-[1,2,3]triazolo[4,5-b]pyridine